5-bromo-2-iodo-4-methylpyridin-3-amine BrC=1C(=C(C(=NC1)I)N)C